ClCC1(C(N(C2=CC=CC=C12)C)=O)CC=O 2-(3-chloromethyl-1-methyl-2-oxoindolin-3-yl)acetaldehyde